3-[(1E)-1-{[(S)-2-methylpropan-2-sulfinyl]imino}ethyl]benzene-1-sulfonamide CC(C)(C)[S@](=O)\N=C(/C)\C=1C=C(C=CC1)S(=O)(=O)N